ClC=1C(=NN(C1NC(=O)N[C@@H]1CN(C[C@H]1C1=CC(=C(C=C1)F)F)CCOC)C1=CC=CC=C1)C=1C=NN(C1)C 1-(4-chloro-1'-methyl-1-phenyl-1h,1'h-[3,4'-bipyrazole]-5-yl)-3-((3s,4r)-4-(3,4-difluorophenyl)-1-(2-methoxyethyl)pyrrolidin-3-yl)urea